FC=1C=2N(C=C(C1)C1=NC(=NC=C1F)N[C@H]1[C@@H](COCC1)O)C(=C(N2)C(=O)N(C)C)C(C)C 8-fluoro-6-(5-fluoro-2-(((3S,4R)-3-hydroxytetrahydro-2H-pyran-4-yl)amino)pyrimidin-4-yl)-3-isopropyl-N,N-dimethylimidazo[1,2-a]pyridine-2-carboxamide